5-Methyl-4-(1-naphthyl)-2-(2-thienyl)imidazole tert-butyl-N-(3-methyl-1-oxoisoindolin-5-yl)carbamate C(C)(C)(C)OC(NC=1C=C2C(NC(C2=CC1)=O)C)=O.CC1=C(N=C(N1)C=1SC=CC1)C1=CC=CC2=CC=CC=C12